C(C)(=O)N1C[C@H](N([C@H](C1)C)CCOC1=CC=C(C=C1)C1=CC(=C(C=C1)C=1C2=C(C(N(C1)C)=O)NC=C2)OC)C 4-{4'-[2-((2R,6S)-4-acetyl-2,6-dimethylpiperazin-1-yl)ethoxy]-3-methoxy-[1,1'-biphenyl]-4-yl}-6-methyl-1H-pyrrolo[2,3-c]pyridin-7(6H)-one